11-hydroxystearic acid OC(CCCCCCCCCC(=O)O)CCCCCCC